C(=O)O.CC1(CC1)C 2,2-dimethylcyclopropane formate